NC1C(CN(C1)C(=O)OC(C)(C)C)(F)F tert-butyl 4-amino-3,3-difluoro-pyrrolidine-1-carboxylate